5-fluoro-7-(2-(4-(1-(4-nitrophenyl)piperidin-4-yl)piperazin-1-yl)ethyl)-2-(((tetrahydro-2H-pyran-4-yl)thio)methyl)quinazolin-4(3H)-one FC1=C2C(NC(=NC2=CC(=C1)CCN1CCN(CC1)C1CCN(CC1)C1=CC=C(C=C1)[N+](=O)[O-])CSC1CCOCC1)=O